1-((6-(4,4-difluorocyclohexyl)-5-fluoropyridin-3-yl)methyl)-1H-imidazole-4-carboxylic acid FC1(CCC(CC1)C1=C(C=C(C=N1)CN1C=NC(=C1)C(=O)O)F)F